N-(2-ethynylthiazol-4-yl)-4-(3'-(pyrrolidin-1-yl)-[1,1'-biphenyl]-4-yl)piperazine-1-carboxamide C(#C)C=1SC=C(N1)NC(=O)N1CCN(CC1)C1=CC=C(C=C1)C1=CC(=CC=C1)N1CCCC1